BrC1C(C2(CCC1C2(C)CBr)CBr)=O 3,9,10-tribromocamphor